N(N)C1=NC=2N(C(=C1)N1CCOCC1)N=C(C2)C2=CC=NC=C2 4-(5-hydrazinyl-2-(pyridin-4-yl)pyrazolo[1,5-a]pyrimidin-7-yl)morpholine